BrC1(C(NC2=NC=C(C(=C21)Cl)C#N)=O)Br 3,3-dibromo-4-chloro-2-oxo-1H-pyrrolo[2,3-b]pyridine-5-carbonitrile